methyl (Z)-2-methoxy-3-(4-(2-(5-methyl-2-(phenyl-2,6-d2)oxazol-4-yl)ethoxy-1,1-d2)benzo[b]thiophen-7-yl)acrylate CO\C(\C(=O)OC)=C/C1=CC=C(C2=C1SC=C2)OC(CC=2N=C(OC2C)C2=C(C=CC=C2[2H])[2H])([2H])[2H]